benzyl 4-(1-((2-(trimethylsilyl)ethoxy)methyl)-1H-imidazol-4-yl)indoline-1-carboxylate C[Si](CCOCN1C=NC(=C1)C1=C2CCN(C2=CC=C1)C(=O)OCC1=CC=CC=C1)(C)C